(3S,4S)-3-fluoro-4-[4-(4,4,5,5-tetramethyl-1,3,2-dioxaborolan-2-yl)phenyl]Piperidine-1-carboxylic acid tert-butyl ester C(C)(C)(C)OC(=O)N1C[C@H]([C@@H](CC1)C1=CC=C(C=C1)B1OC(C(O1)(C)C)(C)C)F